FC1(C(C2=C(C=CC=C2C1)S(=O)(=O)C)=O)F 2,2-difluoro-7-(methylsulfonyl)-2,3-dihydro-1H-inden-1-one